C(C)(C)(C)C=1C=C2C=3C(=CC=CC3C(C2=C(C1)C(C)(C)C)(C)C)C1=CC=C(C=C1)NC1=CC=2C(C3=CC=CC=C3C2C=C1)(C)C N-[4-(6,8-di-tert-butyl-9,9-dimethyl-9H-fluoren-4-yl)phenyl]-9,9-dimethyl-9H-fluorene-2-amine